CC(=O)CCC(C)C METHYLISOAMYLKETONE